ClC1=CC=C(C=C1)C(C(=O)O)(F)F 2-(4-chlorophenyl)-2,2-difluoroacetic acid